2-(4-chlorophenyl)-4-iodo-1H-pyrrole-1-carboxylic acid tert-butyl ester C(C)(C)(C)OC(=O)N1C(=CC(=C1)I)C1=CC=C(C=C1)Cl